C(=O)C1(CCN(CC1)C(=O)OCCCC)OC Butyl 4-formyl-4-methoxypiperidine-1-carboxylate